C(C)(C)N1CN=C(N=C1)N[C@@H](C)C1=CC(=CC=C1)OC(F)(F)F (S)-3-Isopropyl-6-((1-(3-(trifluoromethoxy)phenyl)ethyl)amino)-1,3,5-triazine